Cl.Cl.NC(C(=O)O)CN1N=CN=C1 2-amino-3-(1H-1,2,4-triazol-1-yl)propionic acid dihydrochloride